(1S,2R,3R,4R)-3-nitro-7-oxabicyclo[2.2.1]hept-5-ene-2-carboxylic acid ethyl ester C(C)OC(=O)[C@H]1[C@@H]2C=C[C@H]([C@@H]1[N+](=O)[O-])O2